CC1=CC2=C(NC(NS2(=O)=O)C2=CC3=CC=CC=C3C=C2)C=C1 7-methyl-3-(naphthalen-2-yl)-3,4-dihydro-2h-benzo[e][1,2,4]thiadiazine-1,1-dioxide